N1(CCOCC1)C1CCC(CC1)N1N=C(C(=C1)C1=C(N=C(O1)C=1C=NNC1)C(=O)N)C1=NC=CC=N1 (1-((1r,4r)-4-morpholinylcyclohexyl)-3-(pyrimidin-2-yl)-1H-pyrazol-4-yl)-2-(1H-pyrazol-4-yl)oxazole-4-carboxamide